1-benzyl-4-(3-benzyloxycyclobutoxy)-3,6-dihydro-2H-pyridine C(C1=CC=CC=C1)N1CCC(=CC1)OC1CC(C1)OCC1=CC=CC=C1